C(CO)(=O)OC1[C@@H](O)[C@@H](O)[C@H](O)[C@H](O1)CO mannosyl glycolate